(2-Chloro-2-oxoethyl)-L-leucine tert-butyl ester C(C)(C)(C)OC([C@@H](NCC(=O)Cl)CC(C)C)=O